piperidine-3,5-dicarboxylate N1CC(CC(C1)C(=O)[O-])C(=O)[O-]